FC1(C(C1)C=1C(=C(C=C(C1)N1CCC(CC1)(F)F)N1C(C(=CC=C1)CC=1C=NN(C1)CC)=O)F)F 1-[3-(2,2-difluorocyclopropyl)-5-(4,4-difluoropiperidin-1-yl)-2-fluorophenyl]-3-[(1-ethyl-1H-pyrazol-4-yl)methyl]pyridin-2(1H)-one